(R)-3-(3-((5-ethynylpyrimidin-2-yl)amino)pyrrolidine-1-carbonyl)-4-fluorobenzaldehyde C(#C)C=1C=NC(=NC1)N[C@H]1CN(CC1)C(=O)C=1C=C(C=O)C=CC1F